FC1=C(C=CC=C1)C1OC=C(N1C1=CC=CC=C1)C1=CC=CC=C1 2-(2-fluorophenyl)-3,4-diphenyl-2,3-dihydro-oxazole